N-(((9H-fluoren-9-yl)methoxy)carbonyl)-O-((S)-4-((tert-butoxycarbonyl)amino)butan-2-yl)-L-serine C1=CC=CC=2C3=CC=CC=C3C(C12)COC(=O)N[C@@H](CO[C@@H](C)CCNC(=O)OC(C)(C)C)C(=O)O